methyl (7S)-7-methyl-3-(2-{2-oxa-6-azaspiro[3.3]heptan-6-yl}ethyl)-2-[2-(2-oxo-1,2-dihydropyridin-1-yl)ethyl]-3H,6H,7H,8H,9H-imidazo[4,5-f]quinoline-6-carboxylate C[C@@H]1N(C2=CC=C3C(=C2CC1)N=C(N3CCN3CC1(COC1)C3)CCN3C(C=CC=C3)=O)C(=O)OC